BrC1=C(C[C@@]2(NCCC2)C(=O)O)C=CC=C1 α-(2-bromobenzyl)proline